C1=C(C=CC2=CC=CC=C12)C1=C(C(=CC2=CC3=C(C=CC=C3C=C12)C1=CC2=CC=CC=C2C=C1)C1=CC2=CC=CC=C2C=C1)C(C)(C)C 1,3,5-tris(2-naphthyl)-2-t-butyl-anthracene